2-((1S,4S,5R)-5-((3-(2-chloro-6-methylphenyl)-5-cyclopropylisoxazol-4-yl)methoxy)-2-azabicyclo[2.2.1]heptan-2-yl)-4-cyclopropoxybenzo[d]thiazole-6-carboxylic acid ClC1=C(C(=CC=C1)C)C1=NOC(=C1CO[C@H]1[C@@H]2CN([C@H](C1)C2)C=2SC1=C(N2)C(=CC(=C1)C(=O)O)OC1CC1)C1CC1